N1=CC(=C2N1C=CN=C2)B2OC(C)(C)C(C)(C)O2 Pyrazolo[1,5-a]pyrazine-3-boronic acid pinacol ester